5-chloro-2-((5-cyanopyridin-3-yl)methoxy)-4-(3-(1-(3-(4-fluoropiperidin-1-yl)propyl)indoline-4-yl)-2-methylbenzyloxy)benzylamine ClC=1C(=CC(=C(CN)C1)OCC=1C=NC=C(C1)C#N)OCC1=C(C(=CC=C1)C1=C2CCN(C2=CC=C1)CCCN1CCC(CC1)F)C